tert-butyl 3-hydroxy-1-oxa-7-azaspiro[4.5]decane-7-carboxylate OC1COC2(C1)CN(CCC2)C(=O)OC(C)(C)C